Azabicyclo[3.1.0]hexane-2-carboxylic acid methyl ester COC(=O)C1N2CC2CC1